2-(2H-triazol-2-yl)-6-((4-(perfluorooctyl)phenyl)amino)-4-(2,4,4-trimethylpentan-2-yl)phenol N=1N(N=CC1)C1=C(C(=CC(=C1)C(C)(CC(C)(C)C)C)NC1=CC=C(C=C1)C(C(C(C(C(C(C(C(F)(F)F)(F)F)(F)F)(F)F)(F)F)(F)F)(F)F)(F)F)O